2-(hexylamino)-N-methyl-5-nitro-benzenesulfonamide C(CCCCC)NC1=C(C=C(C=C1)[N+](=O)[O-])S(=O)(=O)NC